1-(isopropylimino)thiomorpholine 1-oxide C(C)(C)N=S1(CCNCC1)=O